2,3-bis(2,6-diisopropylanilino)anthraquinone C(C)(C)C1=C(NC2=CC=3C(C4=CC=CC=C4C(C3C=C2NC2=C(C=CC=C2C(C)C)C(C)C)=O)=O)C(=CC=C1)C(C)C